BrC1=CC=C2C(N(C=NC2=C1)CC1(CCN(CC1)C(C[C@@H](C)C1=CC=CC=C1)=O)O)=O (R)-7-bromo-3-((4-hydroxy-1-(3-phenylbutanoyl)piperidin-4-yl)methyl)quinazolin-4(3H)-one